tert-Butyl N-(2-aminoethyl)carbamate NCCNC(OC(C)(C)C)=O